(S)-2-amino-3-(4-(5-(4'-hydroxy-5-methoxybiphenyl-2-yl)-1,2,4-oxadiazol-3-yl)phenyl)propanoic acid hydrochloride Cl.N[C@H](C(=O)O)CC1=CC=C(C=C1)C1=NOC(=N1)C1=C(C=C(C=C1)OC)C1=CC=C(C=C1)O